COC1=CC=2N(C=C1)C(=NN2)[C@@H]2C[C@@H](CCC2)NC2=NC=C(C(=N2)OC2(COC2)C)C(F)(F)F N-((1R,3S)-3-(7-methoxy-[1,2,4]triazolo[4,3-a]pyridin-3-yl)cyclohexyl)-4-((3-methyloxetan-3-yl)oxy)-5-(trifluoromethyl)pyrimidin-2-amine